(1S,9S)-1-amino-9-fluoro-1,2,3,9,12,15-hexahydro-4-methyl-10H,13H-benzo(de)pyrano(3',4':6,7)indolizino(1,2-b)quinoline-10,13-dione N[C@H]1CCC=2C=3C1=C1C(=NC3C=CC2C)C2=CC3=C(C(N2C1)=O)COC([C@H]3F)=O